C(#N)C1(C(C1CCCCCCC)CC)C1=NC=CC=C1C#N 2-(1-cyano-2-ethyl-3-heptyl-cyclopropyl)pyridine-3-carbonitrile